OC(C(C(=O)OC)(C)C)C methyl 3-hydroxy-2,2-dimethylbutanoate